NC=1C2=C(N=CN1)C(=C(N2C2=C(C=C(C=C2)OC2=NC=CC(=N2)C)F)C2=CC=C(C=C2)NC(CCS(=O)(=O)C2=CC=CC=C2)=O)C N-(4-(4-amino-5-(2-fluoro-4-((4-methylpyrimidin-2-yl)oxy)phenyl)-7-methyl-5H-pyrrolo[3,2-d]pyrimidin-6-yl)phenyl)-3-(phenylsulfonyl)propanamide